FS(C=1C=C(C=C(C1)C(F)(F)F)C1=NN(C=N1)\C=C/C(=O)NNC(CC)=O)(F)(F)(F)F (Z)-3-(3-(3-(pentafluorosulfanyl)-5-(trifluoromethyl)phenyl)-1H-1,2,4-triazol-1-yl)-N'-propionylacrylic hydrazide